O1CC(CCC1)OC1=CC=C(CCN2C[C@@H](C([C@@H](C2)O)O)O)C=C1 (3S,4r,5R)-1-(4-((tetrahydro-2H-pyran-3-yl)oxy)phenethyl)piperidine-3,4,5-triol